AZETIDINE-2-CARBOXALDEHYDE N1C(CC1)C=O